2-(6-chloropyridazin-3-yl)-2-(2,4-dichlorophenyl)acetonitrile ClC1=CC=C(N=N1)C(C#N)C1=C(C=C(C=C1)Cl)Cl